ClC1=CC(=NN1CC(=O)NC=1C=NC(=C(C1)F)N1C=NC(=C1)C1(S(CCC1)(=O)=O)C)C(F)(F)F 2-(5-chloro-3-(trifluoromethyl)-1H-pyrazol-1-yl)-N-(5-fluoro-6-(4-(2-methyl-1,1-dioxidotetrahydrothiophen-2-yl)-1H-imidazol-1-yl)pyridin-3-yl)acetamide